NC1=CC=C(C=C1)S(=O)(=O)N1CC(CC1)C=1C=C(C=NC1)O 5-(1-((4-aminophenyl)sulfonyl)-pyrrolidin-3-yl)-3-hydroxy-pyridine